(2,4-difluorobenzyl)-3-(p-tolyl)-1,2,4-oxadiazole-5-carboxamide FC1=C(CNC(=O)C2=NC(=NO2)C2=CC=C(C=C2)C)C=CC(=C1)F